Ethyl 1-cyclopropyl-7-(1-((2,4-diaminopyrimidin-5-yl)methyl)indolin-5-yl)-6-fluoro-4-oxo-1,4-dihydroquinoline-3-carboxylate ethanesulfonate C(C)S(=O)(=O)O.C1(CC1)N1C=C(C(C2=CC(=C(C=C12)C=1C=C2CCN(C2=CC1)CC=1C(=NC(=NC1)N)N)F)=O)C(=O)OCC